3-((3-fluoroazetidin-1-yl)methyl)-3-hydroxypiperidine-1-carboxylic acid tert-butyl ester C(C)(C)(C)OC(=O)N1CC(CCC1)(O)CN1CC(C1)F